3-methylpyridazine CC=1N=NC=CC1